C(#N)C=1N=C([N-]C1C#N)C(F)(F)F 4,5-dicyano-2-(trifluoromethyl)imidazolid